3-phenyl-2H-benzo[e][1,2,4]thiadiazine-1,1-dioxide C1(=CC=CC=C1)C=1NS(C2=C(N1)C=CC=C2)(=O)=O